(R)-2-((1-(7-methyl-3-morpholinoquinoxalin-5-yl)ethyl)amino)benzoic acid CC1=CC(=C2N=C(C=NC2=C1)N1CCOCC1)[C@@H](C)NC1=C(C(=O)O)C=CC=C1